C(C)O[Si](OCC)(OCC)CCS(=O)(O)=S.ClC1=CC=CC=2C(=C(OC21)CC)C(=O)C2=CC(=C(C(=C2)I)O)I (7-Chloro-2-ethylbenzofuran-3-yl)(4-hydroxy-3,5-diiodophenyl)methanone triethoxysilylmethylmethanethiosulfonate